BrC1=CC=C(C=C1)C=1C=2N(C=3C(CC=CC3C1C1=CC=CC=C1)=O)C1=C(N2)C=CC=C1 6-(4-bromophenyl)-5-phenylbenzo[4,5]imidazo[1,2-a]quinolone